CC1N(C=C(C=C1)OC([2H])([2H])[2H])C1=C(C=CC=C1)F methyl-N-(2-fluorophenyl)-5-(methoxy-d3)pyridine